1-hydroxyethyl-3-octylimidazole OC(C)C1=NC=CN1CCCCCCCC